4-oxo-6-((2-(trifluoromethyl)benzyl)amino)1,4-dihydroquinoline-3-carboxylic acid O=C1C(=CNC2=CC=C(C=C12)NCC1=C(C=CC=C1)C(F)(F)F)C(=O)O